FC1=CC=C(C=C1)[C@@H]1N(CCC2=CC=CC=C12)C(=O)[C@@H]1OC[C@H]([C@H](C1)NC(OC(C)(C)C)=O)OC tert-butyl ((2R,4S,5S)-2-((S)-1-(4-fluorophenyl)-1,2,3,4-tetrahydroisoquinoline-2-carbonyl)-5-methoxytetrahydro-2H-pyran-4-yl)carbamate